FC=1C=CC2=C(N=C(S2)N)C1F difluorobenzothiazoleamine